3-((pyridazine-4-carboxamido)methyl)-4,5-dihydroisoxazole N1=NC=C(C=C1)C(=O)NCC1=NOCC1